potassium N-[tris(hydroxymethyl)methyl]-3-aminopropane-sulfonic acid OCC(NCCCS(=O)(=O)O)(CO)CO.[K]